(5R,6S,8R)-8-[3-cyano-5-fluoro-4-(1-methyl-2-methyl-5-imidazolyl)-2-tolyl]-3,5,6-trifluoro-5,6,7,8-tetrahydro-1-naphthonitrile C(#N)C=1C(=C(C=C(C1C1=CN=C(N1C)C)F)C)[C@H]1C[C@@H]([C@@H](C=2C=C(C=C(C12)C#N)F)F)F